C(C1=CC=CC=C1)OC(N[C@H]1CCC=2C=3C1=C1C(=NC3C=C(C2C)F)C2=CC3=C(C(N2C1)=O)COC([C@]3(O)CC)=O)=O ((1S,9S)-9-ethyl-5-fluoro-9-hydroxy-4-methyl-10,13-dioxo-2,3,9,10,13,15-hexahydro-1H,12H-benzo[de]pyrano[3',4':6,7]indolizino[1,2-b]quinolin-1-yl)carbamic acid benzyl ester